F[C@@H]1C[C@H](N(C1)C([C@@](C(F)(F)F)(C)OCCOCCOC)=O)C(=O)O (2S,4R)-4-fluoro-1-((R)-3,3,3-trifluoro-2-(2-(2-methoxyethoxy)ethoxy)-2-methylpropanoyl)pyrrolidine-2-carboxylic acid